OCC1N(CCC1)C(=O)[O-] 2-(hydroxymethyl)pyrrolidine-1-carboxylate